C(C)(C)(C)OC(=O)N(CCOCC(=O)OCC)C ethyl {2-[(tert-butoxycarbonyl)(methyl)amino]ethoxy}acetate